3,3-difluoro-1-butene FC(C=C)(C)F